NC=1C(=CC(=C(C1)NC1=NC=C(C(=N1)N1CC(C2=NC(=CC=C21)C)(C)C)C(=O)OC(C)C)OC)N2CC(C2)N(C)C isopropyl 2-((5-amino-4-(3-(dimethylamino) azetidin-1-yl)-2-methoxyphenyl) amino)-4-(3,3,5-trimethyl-2,3-dihydro-1H-pyrrolo[3,2-b]pyridin-1-yl)pyrimidine-5-carboxylate